4-(8-fluoro-4-(3-(hydroxymethyl)piperazin-1-yl)-2-((tetrahydro-1H-pyrrolizin-7a(5H)-yl)methoxy)pyrido[4,3-d]pyrimidin-7-yl)naphthalen-2-ol FC1=C(N=CC2=C1N=C(N=C2N2CC(NCC2)CO)OCC21CCCN1CCC2)C2=CC(=CC1=CC=CC=C21)O